4-((7-Chloro-5-isopropyl-4-oxo-4,5-dihydrothieno[3,2-c]pyridin-3-yl)amino)-6-(cyclopropanecarboxamido)nicotinic acid ClC=1C2=C(C(N(C1)C(C)C)=O)C(=CS2)NC2=CC(=NC=C2C(=O)O)NC(=O)C2CC2